FC(C1=CC=C(C=C1)NC=1C(=NC=CC1)N1CCC(CC1)C(=O)O)(F)F 1-(3-((4-(trifluoromethyl)phenyl)amino)pyridin-2-yl)piperidine-4-carboxylic acid